[Si](C)(C)(C(C)(C)C)O[C@@H]1CC(N(C1)C(=O)OC(C)(C)C)(C(=O)OC)C O1-tert-butyl O2-methyl (4R)-4-[tert-butyl(dimethyl)silyl]oxy-2-methyl-pyrrolidine-1,2-dicarboxylate